C(CCC)[C@@H]1N(S(C2=C(N(C1)C1=CC=CC=C1)C=C(C(=C2)OCC(C(=O)O)(C)C)SC)(=O)=O)C (S)-3-((3-Butyl-2-methyl-7-(methylthio)-1,1-dioxido-5-phenyl-2,3,4,5-tetrahydro-1,2,5-benzothiadiazepin-8-yl)oxy)-2,2-dimethylpropanoic acid